COC(\C=C\CN(C)CCCN1CCN(CC1)CCCNC(=O)OC(C)(C)C)=O methyl-(E)-4-[3-[4-[3-(tert-butoxycarbonylamino)propyl]piperazin-1-yl]propyl-methyl-amino]but-2-enoate